((2-oxo-2,3-dihydro-1H-benzo[d]imidazol-1-yl)methyl)indoline-1-carboxylic acid tert-butyl ester C(C)(C)(C)OC(=O)N1C(CC2=CC=CC=C12)CN1C(NC2=C1C=CC=C2)=O